C(C1=CC=CC=C1)O[C@H](CCO)C (S)-3-(benzyloxy)butan-1-ol